C1(CC1)C(C=O)C 2-Cyclopropylpropionaldehyde